tri-methylene diacrylate C(C=C)(=O)OCCCOC(C=C)=O